OCC1CC(C1)(O)C(F)(F)F (1s,3s)-3-(hydroxymethyl)-1-(trifluoromethyl)cyclobutan-1-ol